3-(pentafluoroethyl)heptane FC(C(F)(F)F)(C(CC)CCCC)F